3-((3-(methoxycarbonyl)cyclobutyl)thio)benzoic acid COC(=O)C1CC(C1)SC=1C=C(C(=O)O)C=CC1